C(C)(C)(C)OC(NCCN[C@H]1CC=2N(C3=C(C1)C=C(C=C3)Cl)C(=NN2)[C@@H]2CC[C@H](CC2)OC2=NC=CC=C2)=O tert-Butyl-[2-({(5R)-8-chloro-1-[trans-4-(pyridin-2-yloxy)cyclohexyl]-5,6-dihydro-4H-[1,2,4]triazolo[4,3-a][1]benzazepin-5-yl}amino)ethyl]carbamat